(Z)-5-(5-bromo-3-(1-cyano-2-(5-cyano-2-methoxyphenyl)vinyl)-1H-indol-1-yl)-5-oxopentylphosphonate disodium salt [Na+].[Na+].BrC=1C=C2C(=CN(C2=CC1)C(CCCCP([O-])([O-])=O)=O)/C(=C/C1=C(C=CC(=C1)C#N)OC)/C#N